OC1(C(N(C2=CC=CC=C12)C=1C=C(C=NC1)CC1=NNC(C2=CC=CC=C12)=O)=O)C(F)(F)F (+)-4-((5-(3-Hydroxy-2-oxo-3-(trifluoromethyl)indolin-1-yl)pyridin-3-yl)methyl)phthalazin-1(2H)-one